1-[(6-{5-azaspiro[2.3]hex-5-yl}pyridin-3-yl)methyl]-1H-pyrazole-4-carboxylic acid trifluoroacetate salt FC(C(=O)O)(F)F.C1CC12CN(C2)C2=CC=C(C=N2)CN2N=CC(=C2)C(=O)O